1-ethyl-1,1,3,3,5,5,5-heptamethyltrisiloxane C(C)[Si](O[Si](O[Si](C)(C)C)(C)C)(C)C